FC(CN1C[C@@H]2[C@H](C1)CC(C2)CCOC=2C=C1C(=CNC1=CC2)NC(=O)C=2N=CSC2)(F)F N-(5-(2-((3aR,5r,6aS)-2-(2,2,2-trifluoroethyl)octa-hydrocyclopenta[c]pyrrol-5-yl)ethoxy)-1H-indol-3-yl)thiazole-4-carboxamide